C(C)(C)NC(=O)C1=CN=C2N1N=CC=C2NC N-isopropyl-8-(methylamino)imidazo[1,2-b]pyridazine-3-carboxamide